1-(2,4-difluorophenyl)-3-nitrobenzene FC1=C(C=CC(=C1)F)C1=CC(=CC=C1)[N+](=O)[O-]